tert-butyl (R)-2-(6-((6-(4-(1-(3-(tert-butyl)-1,2,4-oxadiazole-5-carboxamido)ethyl)-3-methylphenyl)pyrimidin-4-yl)amino)pyridin-3-yl)-2,7-diazaspiro[3.5]nonane-7-carboxylate C(C)(C)(C)C1=NOC(=N1)C(=O)N[C@H](C)C1=C(C=C(C=C1)C1=CC(=NC=N1)NC1=CC=C(C=N1)N1CC2(C1)CCN(CC2)C(=O)OC(C)(C)C)C